[B](F)F.CC=1C=C(C=CC1)C(CC(=O)C1=CC=C(C=C1)F)=O 1-(3-methylphenyl)-3-(4-fluorophenyl)propane-1,3-dione boron difluoride